COC(=O)CCCC1(C2=CC=CC=C2C=2C=CC=CC12)CCCC(=O)OC 9,9-bis(methoxycarbonylpropyl)fluorene